C(=O)NC1(C[C@H]2[C@H](CN(C2)C(=O)OC(C)(C)C)C1)C tert-butyl (3aS,6aR)-5-formamido-5-methyl-1,3,3a,4,6,6a-hexahydrocyclopenta[c]pyrrole-2-carboxylate